ClC1=C(COC2CC3C(CN(C3)C(=O)N3N=C(C=C3)C(=O)OC(C)(C)C)C2)C=CC=C1 t-butyl 1-(trans-5-((2-chlorobenzyl)oxy)octahydrocyclopenta[c]pyrrole-2-carbonyl)-1H-pyrazole-3-carboxylate